CC=1C(=C(C=CC1)P([O-])(=O)C(CCCCCCC)=O)C dimethyl-octanoyl-phenylphosphinate